N1(CCC1)[C@]1(CNCC1)C (R)-3-(azetidin-1-yl)-3-methylpyrrolidine